2-((6-chloro-1H-imidazo[4,5-c]pyridin-2-yl)thio)-N-(4-fluoro-3-hydroxyphenyl)acetamide (E)-tert-butyl-3-(2-(diethoxyphosphoryl)vinyl)azetidine-1-carboxylate C(C)(C)(C)OC(=O)N1CC(C1)\C=C\P(=O)(OCC)OCC.ClC1=CC2=C(C=N1)N=C(N2)SCC(=O)NC2=CC(=C(C=C2)F)O